1,1,1-trifluoro-2,2-bis(3,5-dimethyl-4-aminophenyl)ethane FC(C(C1=CC(=C(C(=C1)C)N)C)C1=CC(=C(C(=C1)C)N)C)(F)F